ClC1=C(C=C(C=C1)C(C(=O)N)=C)C1=NC(=CC(=C1)CN1CCOCC1)NC=1SC(=CN1)C 4-chloro-3-(6-((5-methylthiazol-2-yl)amino)-4-(morpholinomethyl)pyridin-2-yl)phenylacrylamide